CC(C)(C1=CC=CC=C1)C1=CC=C(C=C1)OC([O-])=O 4-(1-methyl-1-phenylethyl)-phenyl-carbonate